N-(4-chloronaphth-1-yl)-2-(2-(3,6-dihydro-2H-pyran-4-yl)-5-ethyl-6-(4-(5-hydroxy-6-methylpyrimidine-4-carbonyl)piperazin-1-yl)-7-oxo-[1,2,4]triazolo[1,5-a]pyrimidin-4(7H)-yl)acetamide ClC1=CC=C(C2=CC=CC=C12)NC(CN1C=2N(C(C(=C1CC)N1CCN(CC1)C(=O)C1=NC=NC(=C1O)C)=O)N=C(N2)C=2CCOCC2)=O